OC[C@H]1N(CC(C1)C=1C=NC=CC1)C(=O)OC(C)(C)C tert-butyl (S)-2-(hydroxymethyl)-4-(pyridin-3-yl)pyrrolidine-1-carboxylate